5-[2-(azetidin-3-yloxy)ethoxy]-2-(2,6-dioxo-3-piperidyl)isoindoline-1,3-dione N1CC(C1)OCCOC=1C=C2C(N(C(C2=CC1)=O)C1C(NC(CC1)=O)=O)=O